2-(2,5-dibromobenzyl)-3-methylnaphthalene-1,4-dione BrC1=C(CC=2C(C3=CC=CC=C3C(C2C)=O)=O)C=C(C=C1)Br